C[C@@]12CN(C[C@]2(C1CC(=O)O)C)C1=NC(=NC(=C1)C(F)(F)F)N1[C@H](CC1)C 2-((1R,5S,6R)-1,5-Dimethyl-3-(2-((S)-2-methylazetidin-1-yl)-6-(trifluoromethyl)pyrimidin-4-yl)-3-azabicyclo[3.1.0]hexane-6-yl)acetic acid